C1(CCCCCCCCCCCCCCCCCCC(=O)O1)=O eicosandioic anhydride